C1(=CC=CC=C1)C(C)NC1=C(C=NC2=CC=C(C=C12)C1=NNC2=CN=CC=C21)C#N 4-((1-phenylethyl)amino)-6-(1H-pyrazolo[3,4-c]pyridin-3-yl)quinoline-3-carbonitrile